CO\C(\C(=O)O)=C/C1=CC=C(C2=C1SC=C2)OCCC=2N=C(OC2C([2H])([2H])[2H])C2=CC=CC=C2 (Z)-2-methoxy-3-(4-(2-(5-(methyl-d3)-2-phenyloxazol-4-yl)ethoxy)benzo[b]thiophen-7-yl)acrylic acid